9,10-dihydro-9,10-dimethyl-9,10-anthracenediol CC1(C2=CC=CC=C2C(C=2C=CC=CC12)(O)C)O